FC1=CC(=C(C(=O)C2=C(C3=C(S2)C=C(C=C3)C(=O)OC)OC3=CC=C(C=C3)OC3CN(C3)CCCF)C(=C1)C)C methyl 2-(4-fluoro-2,6-dimethylbenzoyl)-3-(4-((1-(3-fluoropropyl)azetidin-3-yl)oxy)phenoxy)benzo[b]thiophene-6-carboxylate